(((1R)-1-(2-cyano-3-(9,9-difluoro-1-(hydroxymethyl)-3-azabicyclo[3.3.1]nonan-3-yl)-7-methylquinoxalin-5-yl)ethyl)amino)benzoic acid C(#N)C1=NC2=CC(=CC(=C2N=C1N1CC2(CCCC(C1)C2(F)F)CO)[C@@H](C)NC2=C(C(=O)O)C=CC=C2)C